4-(3-methyloxetan-3-yl)-1H-1,2,3-triazol CC1(COC1)C=1N=NNC1